2-((1-(7-chloro-3,4-dimethyl-5-oxo-4,5-dihydroimidazo[1,5-a]quinazolin-9-yl)ethyl)amino)benzoic acid ClC=1C=C2C(N(C=3N(C2=C(C1)C(C)NC1=C(C(=O)O)C=CC=C1)C=NC3C)C)=O